2-[[(2S,3R)-3-amino-2-hydroxy-4-phenyl-butanoyl]amino]-3-(3,3-difluorocyclobutyl)propanoic acid N[C@@H]([C@@H](C(=O)NC(C(=O)O)CC1CC(C1)(F)F)O)CC1=CC=CC=C1